7,7-difluoro-3-azabicyclo[4.1.0]heptane hydrochloride Cl.FC1(C2CCNCC12)F